C(C)C(COC(C1=CC=CC=C1)=O)CCCC.C(C1=CC=CC=C1)(=O)OCCCCCCC(C)C isononyl benzoate 2-ethylhexyl-benzoate